(E)-N-(2-(3-(dimethylamino)acryloyl)thiophene-3-yl)-2-(naphthalen-1-yl)acetamide CN(/C=C/C(=O)C=1SC=CC1NC(CC1=CC=CC2=CC=CC=C12)=O)C